BrC=1C(=C(COC=2C=C3CCCC(C3=CC2)=O)C=CC1)Cl 6-((3-bromo-2-chlorobenzyl)oxy)-3,4-dihydronaphthalen-1(2H)-one